N-((4-(((4-fluorotetrahydro-2H-pyran-4-yl)methyl)amino)-3-nitrophenyl)sulfonyl)-2-(2,3,4,6-tetrahydro-1H-pyrrolo[3',2':5,6]pyrido[2,3-b]pyrazin-1-yl)benzamide FC1(CCOCC1)CNC1=C(C=C(C=C1)S(=O)(=O)NC(C1=C(C=CC=C1)N1C2=C(NCC1)N=C1C(=C2)C=CN1)=O)[N+](=O)[O-]